C[C@@H]1CC[C@H](N(C1)C(C(=O)NC=1C=C(C=NC1)C(=O)N)=O)C=1C=NC(=CC1)NC 5-[[2-[(2S,5R)-5-methyl-2-[6-(methylamino)-3-pyridyl]-1-piperidyl]-2-oxo-acetyl]amino]pyridine-3-carboxamide